C([C@H](O)[C@@H](O)[C@H](O)[C@H](O)CO)O D-Glucitol